ClC1=CC=C(C=C1)C=1N=C(C=2N(C1)N=C(N2)N[C@@H](C)C(=O)[O-])C=2C=NN(C2)C.[Na+] sodium (6-(4-chlorophenyl)-8-(1-methyl-1H-pyrazol-4-yl)-[1,2,4]triazolo[1,5-a]pyrazin-2-yl)-L-alaninate